CC(CCCCCCCCCC)CCCC(CCCC(CCCCCCCCCCCC)C)C 11,15,19-Trimethylhentriacontane